2-hydroxy-1-(6-(3-pyridin-3-ylphenyl)pyridin-2-yl)-3,5-bis(3-pyridin-3-ylphenyl)benzene OC1=C(C=C(C=C1C1=CC(=CC=C1)C=1C=NC=CC1)C1=CC(=CC=C1)C=1C=NC=CC1)C1=NC(=CC=C1)C1=CC(=CC=C1)C=1C=NC=CC1